(2-mercapto-4-thiazolyl)-2-thiopheneformamide SC=1SC=C(N1)C1=C(SC=C1)C(=O)N